C(C)N1N=C(C=C1C=1NC(=NN1)C1=C2C=NN(C2=CC(=C1)C(=O)N)CC1=NOC2=C1CNCC2)C 4-[5-(1-ethyl-3-methyl-1H-pyrazol-5-yl)-4H-1,2,4-triazol-3-yl]-1-[(4,5,6,7-tetrahydro[1,2]oxazolo[4,5-c]pyridin-3-yl)methyl]-1H-indazole-6-carboxamide